1-(4-(4,4,5,5-tetramethyl-1,3,2-dioxaborolan-2-yl)phenethyl)Piperidine CC1(OB(OC1(C)C)C1=CC=C(CCN2CCCCC2)C=C1)C